ClC=1C=C(C=C(C1)Cl)S(=O)(=O)N1[C@@H](CCC1)C(=O)N[C@H](C(=O)OC)CC1=CC=C(C=C1)C1=C(C=C(C=C1OC)CBr)OC (S)-methyl 2-((S)-1-((3,5-dichlorophenyl)sulfonyl)pyrrolidine-2-carboxamido)-3-(4'-(bromomethyl)-2',6'-dimethoxy-[1,1'-biphenyl]-4-yl)propanoate